7-(tert-butyl) 2-ethyl 4-(4-((benzyloxy)carbonyl)piperazin-1-yl)-5,8-dihydro-1,7-naphthyridine-2,7(6H)-dicarboxylate C(C1=CC=CC=C1)OC(=O)N1CCN(CC1)C1=CC(=NC=2CN(CCC12)C(=O)OC(C)(C)C)C(=O)OCC